[N-]=[N+]=[N-].C#C acetylene azide